1-(5-methoxy-2-(1-methyl-1H-pyrazol-4-yl)-4-nitrophenyl)-N,N-dimethylpiperidine-4-amine COC=1C(=CC(=C(C1)N1CCC(CC1)N(C)C)C=1C=NN(C1)C)[N+](=O)[O-]